CC(CC)C1=C(C=CC=C1)NC1=NC(=NC=C1C(=O)N)NC1=C(C=C2CCN(CC2=C1)C)OC 4-{[2-(butan-2-yl)phenyl]amino}-2-[(6-methoxy-2-methyl-1,2,3,4-tetrahydroisoquinolin-7-yl)amino]pyrimidine-5-carboxamide